CNS(=O)(=O)C=1C=NC(=CC1)NC=1N=CC2=CN=C(C=C2C1)C=1C=NC=CC1C N-methyl-6-((6-(4-methylpyridin-3-yl)-2,7-naphthyridin-3-yl)amino)pyridine-3-sulfonamide